C1(CC1)NC1=NC(=NC(=N1)NCCC)NCC#C N-Cyclopropyl-N'-propyl-N''-prop-2-ynyl-[1,3,5]triazine-2,4,6-triamine